(2R)-3-cyclobutyl-2-[(5-isopropoxypyrimidin-2-yl)methylamino]propan-1-ol C1(CCC1)C[C@H](CO)NCC1=NC=C(C=N1)OC(C)C